OC1=C2C(C=C(OC2=CC(=C1)OC1OC(C(C(C1O)O)O)CO)C1=CC(=C(C(=C1)OC)O)OC)=O 5-hydroxy-2-(4-hydroxy-3,5-dimethoxy-phenyl)-7-[3,4,5-trihydroxy-6-(hydroxymethyl)tetrahydropyran-2-yl]oxy-chromen-4-one